7-Cyano-4-(oxetan-3-ylamino)-N-(3,3,3-trifluoropropyl)-5H-pyrido[3,2-b]indol-3-carboxamid C(#N)C=1C=CC=2C3=C(NC2C1)C(=C(C=N3)C(=O)NCCC(F)(F)F)NC3COC3